5,7-Dimethoxy-3-hydroxyflavanone COC1=C2C(C(C(OC2=CC(=C1)OC)C1=CC=CC=C1)O)=O